2-pentylheptyl-3-ethyl-12-hexyl-6-(2-hydroxyethyl)-10-oxo-9,11-dioxa-3,6-diazahenicosane C(CCCC)C(CCCN(CCN(CCOC(OC(CCCCCCCCC)CCCCCC)=O)CCO)CC)CCCCC